4-butoxy-N-(3-(morpholine-4-carbonyl)phenyl)benzamide C(CCC)OC1=CC=C(C(=O)NC2=CC(=CC=C2)C(=O)N2CCOCC2)C=C1